ClC=1N=NC(=CC1OC)S(=O)(=O)C 3-chloro-4-methoxy-6-(methylsulfonyl)pyridazine